4,4'-Methylen-bis-(2-chloroanilin) C(C1=CC(=C(N)C=C1)Cl)C1=CC(=C(N)C=C1)Cl